3α-hydroxy-7-keto-5β-cholanic acid O[C@H]1C[C@H]2CC([C@H]3[C@@H]4CC[C@H]([C@@H](CCC(=O)O)C)[C@]4(CC[C@@H]3[C@]2(CC1)C)C)=O